ethyl 2-((S)-1-((S)-1-palmitoylpyrrolidine-2-carbonyl) pyrrolidine-2-carboxamido)acetate C(CCCCCCCCCCCCCCC)(=O)N1[C@@H](CCC1)C(=O)N1[C@@H](CCC1)C(=O)NCC(=O)OCC